5-((2-(6-(3-Cyclopropyl-4-(quinoxalin-2-yl)-1H-pyrazol-1-yl)spiro[3.3]heptan-2-yl)ethyl)amino)-2-(2,6-dioxopiperidin-3-yl)isoindoline-1,3-dione C1(CC1)C1=NN(C=C1C1=NC2=CC=CC=C2N=C1)C1CC2(CC(C2)CCNC=2C=C3C(N(C(C3=CC2)=O)C2C(NC(CC2)=O)=O)=O)C1